1-amino-1,2,3,4-tetrahydronaphthalene NC1CCCC2=CC=CC=C12